(S)-2-phenyl-5-(3-(5-(trifluoromethyl)pyridin-2-yloxy)pyrrolidin-1-yl)thiazole-4-carboxylic acid ethyl ester C(C)OC(=O)C=1N=C(SC1N1C[C@H](CC1)OC1=NC=C(C=C1)C(F)(F)F)C1=CC=CC=C1